(2-ethoxy-2-oxoethyl)-4-(3-nitro-5-(trifluoromethyl)pyridin-2-yl)piperazine-1-carboxylic acid tert-butyl ester C(C)(C)(C)OC(=O)N1C(CN(CC1)C1=NC=C(C=C1[N+](=O)[O-])C(F)(F)F)CC(=O)OCC